Cl.C(C)OC=1C=C(C=2N(C1)N=C1C2C=NN1)C=1C=CC(=NC1)N1CCC(CC1)(N)CN1CCN(CC1)CC 1-(5-(6-ethoxy-1H-pyrazolo[3',4':3,4]pyrazolo[1,5-a]pyridin-4-yl)pyridin-2-yl)-4-((4-ethylpiperazin-1-yl)methyl)piperidin-4-amine hydrochloride